FC1(CCN(CC1)C(CCCCCCSC1=C2C(N(C(C2=CC=C1F)=O)C1C(NC(CC1)=O)=O)=O)=O)F 4-((7-(4,4-difluoropiperidin-1-yl)-7-oxoheptyl)thio)-2-(2,6-dioxopiperidin-3-yl)-5-fluoroisoindoline-1,3-dione